C(C)(C)(C)C1=CC=C(C(=O)C2=CC=C(C=C2)SC2=CC=C(C=C2)[S+](C2=CC=C(C=C2)C)C2=CC=C(C=C2)C)C=C1 4-[4-(4-tert-butylbenzoyl)phenylthio]phenyl-bis-p-tolylsulfonium